3-(5-(((1S,2R)-2-(4-methoxypiperidin-1-yl)cyclopentyl)oxy)-1-oxoisoindolin-2-yl)piperidine-2,6-dione COC1CCN(CC1)[C@H]1[C@H](CCC1)OC=1C=C2CN(C(C2=CC1)=O)C1C(NC(CC1)=O)=O